sodium lauryl sulfate lauryl-sulfate C(CCCCCCCCCCC)OS(=O)(=O)[O-].S(=O)(=O)(OCCCCCCCCCCCC)O.[Na+]